Ethyl 4-[4-[(dimethylamino)methyl]phenyl]-8-oxo-11-thia-1,3,5-triazatetracyclo[8.7.0.02,7.012,17]heptadeca-2,4,6,9,12(17),13,15-heptaene-9-carboxylate CN(C)CC1=CC=C(C=C1)C=1N=C2N3C=4C=CC=CC4SC3=C(C(C2=CN1)=O)C(=O)OCC